(S)-2-((tert-butoxycarbonyl)amino)-5-(2-chlorophenyl)-5-oxopentanoic acid methyl ester COC([C@H](CCC(=O)C1=C(C=CC=C1)Cl)NC(=O)OC(C)(C)C)=O